4-bromo-2-(propan-2-yl)benzene-1-sulfonyl chloride BrC1=CC(=C(C=C1)S(=O)(=O)Cl)C(C)C